(E)-N-(3-(2-(4,4-Difluorocyclohexyl)vinyl)-4-methoxyphenyl)acrylamide FC1(CCC(CC1)/C=C/C=1C=C(C=CC1OC)NC(C=C)=O)F